tert-butyl 3-(4-methoxycarbonylphenyl)-2-azaspiro[3.4]octane-2-carboxylate COC(=O)C1=CC=C(C=C1)C1N(CC12CCCC2)C(=O)OC(C)(C)C